[4-[4-[6-chloro-4-(trifluoromethyl)-2-pyridyl]piperazin-1-yl]sulfonyl-3-methoxy-phenyl]benzamide ClC1=CC(=CC(=N1)N1CCN(CC1)S(=O)(=O)C1=C(C=C(C=C1)C1=C(C(=O)N)C=CC=C1)OC)C(F)(F)F